(3R,5R,8S,9S,10S,13S,14S,17S)-3-(ethoxymethyl)-10-ethyl-3-hydroxy-13-methyl-N-phenylhexadecahydro-1H-cyclopenta[a]phenanthrene-17-carboxamide C(C)OC[C@]1(CC[C@@]2([C@H]3CC[C@@]4([C@H](CC[C@H]4[C@@H]3CC[C@@H]2C1)C(=O)NC1=CC=CC=C1)C)CC)O